4-(di-isopropylamino)cyclohexanone C(C)(C)N(C1CCC(CC1)=O)C(C)C